ClC1=C(C(=CC=C1)N1CCN(CC1)C(C)C)C1N(CCC1(C1=CC=CC=C1)C)C(=O)N [2-chloro-6-(4-isopropylpiperazin-1-yl)phenyl]-3-methyl-3-phenylpyrrolidine-1-carboxamide